C(C=C)(=O)NC(CC)O acrylamido-1-propanol